dimercaptocoronene SC1=C(C2=CC=C3C=CC4=CC=C5C=CC6=CC=C1C1=C6C5=C4C3=C21)S